ethyl N-[3-(2-furyl) acryloyl]-L-phenylalanyl-glycyl-glycinate O1C(=CC=C1)C=CC(=O)N[C@@H](CC1=CC=CC=C1)C(=O)NCC(=O)NCC(=O)OCC